P(O)(O)OP(O)OP(O)O triphosphorous acid